N-(6-chloro-4-(morpholinomethyl)pyridin-2-yl)-5-methyl-1,3,4-thiadiazol-2-amine ClC1=CC(=CC(=N1)NC=1SC(=NN1)C)CN1CCOCC1